Zirconium-Oxide [O-2].[Zr+4].[O-2]